6-[[(1S)-1-phenylethyl]amino]-3-propan-2-yl-1H-pyrimidine-2,4-dione C1(=CC=CC=C1)[C@H](C)NC1=CC(N(C(N1)=O)C(C)C)=O